FC1=C(C=C(C=C1)\C=C\[N+](=O)[O-])OC (E)-1-fluoro-2-methoxy-4-(2-nitrovinyl)benzene